C12NCC(C1N1CC(NC=3C(=NC=4C(=C(C(=CC4C31)CCC#N)C3=CNC1=CC=CC=C31)F)O[C@@H](C)[C@H]3N(CCC3)C)=O)C2 3-(1-((endo)-2-azabicyclo[2.1.1]hexan-5-yl)-7-fluoro-8-(1H-indol-3-yl)-5-((S)-1-((S)-1-methylpyrrolidin-2-yl)ethoxy)-3-oxo-1,2,3,4-tetrahydropyrazino[2,3-c]quinolin-9-yl)propanenitrile